ClC1=NN2C(C(=N1)NC1CNC(C1)=O)=NC=C2[C@H]2[C@@H]([C@@H]([C@H](O2)COP(=O)(O)CP(O)(O)=O)O)O [({[(2R,3S,4R,5S)-5-{2-chloro-4-[(5-oxopyrrolidin-3-yl)amino]imidazo[2,1-f][1,2,4]triazin-7-yl}-3,4-dihydroxyoxolan-2-yl]methoxy}(hydroxy)phosphoryl)methyl]phosphonic acid